N-(2-(2-((2-(2,6-dioxopiperidin-3-yl)-1,3-dioxoisoindolin-4-yl)amino)ethoxy)ethyl)3-methoxybenzamide O=C1NC(CCC1N1C(C2=CC=CC(=C2C1=O)NCCOCCNC(C1=CC(=CC=C1)OC)=O)=O)=O